ClC=1C(=CC(=C(C(=O)N[C@H](C(C(=O)NC)=O)C[C@H]2C(N[C@@H](C2)C)=O)C1)NC(=O)C1(CC1)CC(F)(F)F)F 5-chloro-4-fluoro-N-[(1S)-3-(methylamino)-1-[[(3S,5R)-5-methyl-2-oxo-pyrrolidin-3-yl]methyl]-2,3-dioxo-propyl]-2-[[1-(2,2,2-trifluoroethyl)cyclopropane-carbonyl]amino]benzamide